C(CCCCCCCCCCCCCCCCC)(=O)N Stearic acid AMIDE